N=S(=O)(C1=CC=C(C=C1)N1CCN(CC1)C(C)C=1C=CC2=C(N=C(S2)C)C1)C Imino(methyl)(4-(4-(1-(2-methylbenzo[d]thiazol-5-yl)ethyl)piperazin-1-yl)phenyl)λ6-sulfanone